NC1=CC=CC(=N1)C1=NC(=NC(=N1)NC1(CC1)C)NC1=CC(=NC=C1)C(F)(F)F (6-aminopyridin-2-yl)-N2-(1-methylcyclopropyl)-N4-(2-(trifluoromethyl)pyridin-4-yl)-1,3,5-triazine-2,4-diamine